2-trityl-1,2,3,4-tetrahydroisoquinolin C(C1=CC=CC=C1)(C1=CC=CC=C1)(C1=CC=CC=C1)N1CC2=CC=CC=C2CC1